C(C)(C)(C)OC(NC12CC(C1)(C2)NC(=O)C2COC1=C(O2)C=C(C(=C1)Cl)Cl)=O (3-(6,7-dichloro-2,3-dihydrobenzo[b][1,4]dioxin-2-carboxamido)bicyclo[1.1.1]pent-1-yl)carbamic acid tert-butyl ester